3H-imidazolo[4,5-b]pyridine-5-carboxylic acid N1=CNC2=NC(=CC=C21)C(=O)O